O1C(=NC=C1)NS(=O)(=O)C=1C=C2C=CC(NC2=CC1)=O N-(oxazol-2-yl)-2-oxo-1,2-dihydroquinoline-6-sulfonamide